FC=1C=C(C=CC1C=1N=C2SC3=C(N2C1)C=C(C(=C3)C(NC3CCN(CC3)C)=O)OC)C3N(CCC3)C(=O)OC(C)(C)C Tert-butyl 2-(3-fluoro-4-(6-methoxy-7-((1-methylpiperidin-4-yl)carbamoyl)benzo[d]imidazo[2,1-b]thiazol-2-yl)phenyl)pyrrolidine-1-carboxylate